CNC1=NC(=CC=C1)NC 2,6-dimethylaminopyridine